(R)-methyl glycidate C([C@H]1CO1)(=O)OC